di(1-heptyl) phosphate P(=O)(OCCCCCCC)(OCCCCCCC)[O-]